COC1=CC=C(C=C1)C2=CC(=O)OC3=C2C(=CC(=C3)OC)OC 5,7,4'-trimethoxy-4-phenylcoumarin